(3aS,4S,6R,6aR)-6-(2-Methoxypyridin-4-yl)-2,2-dimethyl-tetrahydro-3aH-cyclopenta[d][1,3]dioxol-4-ol COC1=NC=CC(=C1)[C@H]1C[C@@H]([C@H]2[C@@H]1OC(O2)(C)C)O